OC1CC(C1)CCN(CCCCCCCC(=O)N(CCCCCCCCCC)CCCCCCCCCC)CCCCCCCC(=O)N(CCCCCCCCCC)CCCCCCCCCC 8,8'-((2-(3-hydroxy-cyclobutyl)ethyl)-azanediyl)bis(N,N-didecyloctanamide)